isopropyl ((R)-(((1R,3R,4R,5R)-3-(6-amino-9H-purin-9-yl)-4-fluoro-5-hydroxy-2-methylenecyclopentyl)methoxy)(phenoxy)phosphoryl)-D-alaninate NC1=C2N=CN(C2=NC=N1)[C@@H]1C([C@@H]([C@H]([C@@H]1F)O)CO[P@@](=O)(OC1=CC=CC=C1)N[C@H](C)C(=O)OC(C)C)=C